COC1=C(C(=O)N(C(C)(C)C=2OC(=NN2)C=2SC=CC2)C)C=CC(=C1)N1CCOCC1 2-methoxy-N-methyl-4-morpholino-N-(2-(5-(thiophen-2-yl)-1,3,4-oxadiazol-2-yl)propan-2-yl)benzamide